N[Mo] aminomolybdenum